ClC=1C=C(C=CC1)C(C(OC(=O)N[C@H](C(=O)N[C@H](C(=O)O)C[C@H]1C(NCC1)=O)CC1CCCCC1)C1=CC=C(C=C1)F)(C)C (2S)-2-((2S)-2-(((2-(3-chlorophenyl)-1-(4-fluorophenyl)-2-methylpropoxy)carbonyl)amino)-3-cyclohexylpropanamido)-3-((S)-2-oxopyrrolidin-3-yl)propanoic acid